ClC1=C(C=C(C=C1)N(C(=O)[C@H]1NS(N(C1)C)(=O)=O)C)C (S)-N-(4-chloro-3-methylphenyl)-N,5-dimethyl-1,2,5-thiadiazolidine-3-carboxamide 1,1-dioxide